C1=CC=CC=2C3=CC=CC=C3C(C12)COC(=O)N[C@@H](CCC(=O)N1CCC2(CCN(CC2)C(=O)OC(C)(C)C)CC1)C(=O)OC(C)(C)C tert-butyl (S)-9-(4-((((9H-fluoren-9-yl)methoxy)carbonyl)amino)-5-(tert-butoxy)-5-oxopentanoyl)-3,9-diazaspiro[5.5]undecane-3-carboxylate